ClC=1C(=NC(=NC1)NC1CCOCC1)C=1C=C2C(=NC1)CN(C2=O)[C@@H](C(=O)OC(C)(C)C)C tert-butyl (R)-2-(3-(5-chloro-2-((tetrahydro-2H-pyran-4-yl)amino)pyrimidin-4-yl)-5-oxo-5,7-dihydro-6H-pyrrolo[3,4-b]pyridin-6-yl)propanoate